[C].C (methane) carbon